BrN1C(C2=CC=CC=C2C2(C1)CC2)=O bromo-1'-oxo-2',3'-dihydro-1'H-spiro[cyclopropane-1,4'-isoquinoline]